2-[5-(ethylsulfonimidoyl)-6-[3-methyl-6-(trifluoromethyl)imidazo[4,5-c]pyridin-2-yl]-3-pyridyl]-2-methyl-propanenitrile C(C)S(=O)(=N)C=1C=C(C=NC1C1=NC2=C(C=NC(=C2)C(F)(F)F)N1C)C(C#N)(C)C